5-fluoro-8-(4-fluorophenyl)-9-(2-methyl-1H-imidazol-1-yl)-8,9-dihydro-2H-pyrido[4,3,2-de]phthalazin-3(7H)-one-7-carboxylic acid tert-butyl ester C(C)(C)(C)OC(=O)N1C(C(C2=NNC(C=3C=C(C=C1C23)F)=O)N2C(=NC=C2)C)C2=CC=C(C=C2)F